ClCC(=O)N1CCC2(N(C(CS2)=O)CC=2SC=CC2)CC1 8-(2-chloroacetyl)-4-(thiophen-2-ylmethyl)-1-thia-4,8-diazaspiro[4.5]decan-3-one